C(C)(C)(C)OC(NC1[C@H]2CN(C[C@@H]1CC2)C2=CC=NC(=C2)C)=O ((1R,5S,8S)-3-(6-methylpyridin-4-yl)-3-azabicyclo[3.2.1]oct-8-yl)carbamic acid tert-butyl ester